C1(CCCC1)OC=1C=C(C=C(C1)C1(CC(C1)C)C1=NN=CN1C)N1C(C2=CC(=CC(=C2C1)C(F)(F)F)CNC1(CCC1)C)=O 2-(3-(cyclopentyloxy)-5-((1s,3s)-3-methyl-1-(4-methyl-4H-1,2,4-triazol-3-yl)cyclobutyl)phenyl)-6-(((1-methylcyclobutyl)amino)methyl)-4-(trifluoromethyl)isoindolin-1-one